CC1=CC=C(C(=O)N(C)C)C=C1 4-methyl-N,N-dimethylbenzamide